2-(2-Hydroxy-3-methallyl-5-methylphenyl)-2H-benzotriazole OC1=C(C=C(C=C1CC(C)=C)C)N1N=C2C(=N1)C=CC=C2